NC1=NC(=C2N=CN(C2=N1)[C@H]1C[C@@H](CO1)O)S (2R,3S,5R)-5-(2-amino-6-mercapto-9H-purin-9-yl)-3-hydroxytetrahydrofuran